C(C)(C)N1N=CC(=C1)N1C(N([C@H](C1)C#N)C1=CN=CC2=CC=CC=C12)=O (R)-1-(1-isopropyl-1H-pyrazol-4-yl)-3-(isoquinolin-4-yl)-2-oxoimidazolidine-4-carbonitrile